C(C)(C)(C)OC(NCC(=C(F)F)CN1N=CN(C1=O)C1=NC=C(C=C1C)Br)=O [2-[[4-(5-bromo-3-methyl-2-pyridinyl)-5-oxo-1,2,4-triazol-1-yl]methyl]-3,3-difluoro-allyl]carbamic acid tert-butyl ester